C(C)(C)(C)OC(=O)N1C[C@H]([C@@H](CC1)SCC1=NC2=CC(=CC(=C2C(N1)=O)F)NC1CCCC1)C(F)(F)F trans-4-(((7-(cyclopentylamino)-5-fluoro-4-oxo-3,4-dihydro-quinazolin-2-yl)methyl)thio)-3-(trifluoromethyl)piperidine-1-carboxylic acid tert-butyl ester